(3-(m-tolyl)pyrrolidin-1-yl)methanone C1(=CC(=CC=C1)C1CN(CC1)C=O)C